COC1=CC=C(C2=CC=CC=C12)CCC1=CC(=C(C=C1)OC)F 1-(4-methoxynaphthalene-1-yl)-2-(3-fluoro-4-methoxyphenyl)ethane